2-methyl-N-(3-(3-(1-methyl-1H-pyrazol-4-yl)naphthalen-1-yl)oxetan-3-yl)propane-2-sulfinamide CC(C)(C)S(=O)NC1(COC1)C1=CC(=CC2=CC=CC=C12)C=1C=NN(C1)C